NCC=1C=C(C=CC1)N1N=C(C=C1C(=O)NC1=CC(=CC=C1)C(CCC1CC1)(C1=CC=CC=C1)O)C(F)(F)F 1-(3-(aminomethyl)phenyl)-N-(3-(3-cyclopropyl-1-hydroxy-1-phenylpropyl)phenyl)-3-(trifluoromethyl)-1H-pyrazole-5-carboxamide